ClC1=NC=C2C=CC=NC2=C1 7-chloro-1,6-naphthyridin